N-(2-hydroxypropyl)-4,8-dioxo-4,8-dihydrothieno[2',3':4,5]benzo[1,2-c][1,2,5]thiadiazole-6-carboxamide OC(CNC(=O)C1=CC2=C(C(C=3C(=NSN3)C2=O)=O)S1)C